NC1=C(C=CC=C1)C1=CC(=CC(=C1)C1=C(C=CC=C1)N)C1=C(C=CC=C1)N 1,3,5-tri(aminophenyl)benzene